COC=1C(=NC=CC1[C@H]1[C@H](O[C@@]([C@@H]1C)(C(F)(F)F)C)C(=O)NC1=CC(=NC=C1)C(=O)N)C (2S,3S,4R,5S)-4-[[3-(3-methoxy-2-methyl-4-pyridinyl)-4,5-dimethyl-5-(trifluoromethyl)tetrahydrofuran-2-carbonyl]amino]pyridine-2-carboxamide